(3-(2-((3-(3-methoxyphenyl)oxetan-3-yl)oxy)acetyl)-3,8-diazabicyclo[3.2.1]octan-8-yl)nicotinonitrile COC=1C=C(C=CC1)C1(COC1)OCC(=O)N1CC2CCC(C1)N2C2=C(C#N)C=CC=N2